(R)-3-amino-1-(2-((6-amino-9H-purin-9-yl)methyl)-3-((cyclopropylamino)methyl)-4-fluorophenyl)-N-cyclopropylpyrrolidine-3-carboxamide N[C@]1(CN(CC1)C1=C(C(=C(C=C1)F)CNC1CC1)CN1C2=NC=NC(=C2N=C1)N)C(=O)NC1CC1